COCCN(C=1N=C(C2=C(N1)C(=NC(=N2)N(CCOC)CCOC)N2CCN(CC2)C=2C=NC=CC2)N2CCC(CC2)OC)CCOC N2,N2,N6,N6-tetrakis(2-methoxyethyl)-4-(4-methoxypiperidin-1-yl)-8-(4-(pyridin-3-yl)piperazin-1-yl)pyrimido[5,4-d]pyrimidine-2,6-diamine